di-t-butyl 9-octadecendioate C(CCCCCCCC=CCCCCCCCC(=O)OC(C)(C)C)(=O)OC(C)(C)C